(4-{imidazo[1,2-a]pyridin-6-yl}phenyl)(4-{[4-(pentafluoro-λ6-sulfanyl)phenyl]Amino}piperidin-1-yl)(imino)-λ6-sulfanone N=1C=CN2C1C=CC(=C2)C2=CC=C(C=C2)S(=O)(=N)N2CCC(CC2)NC2=CC=C(C=C2)S(F)(F)(F)(F)F